ClC1=CC(=C(C=C1)C(N1C([C@@H](CC1)N1CCC(CC1)C1=CC2=C(NC(O2)=O)C=C1)=O)([2H])[2H])F (R)-6-(1-(1-((4-chloro-2-fluorophenyl)methyl-d2)-2-oxopyrrolidin-3-yl)piperidin-4-yl)benzo[d]oxazol-2(3H)-one